2-bromo-7-((2S,5R)-4-(1-(4-fluoro-2-(trifluoromethyl)phenyl)ethyl)-2,5-dimethylpiperazin-1-yl)-4-methylthiazolo[5,4-b]pyridin-5(4H)-one BrC=1SC=2N(C(C=C(C2N1)N1[C@H](CN([C@@H](C1)C)C(C)C1=C(C=C(C=C1)F)C(F)(F)F)C)=O)C